N-[(S)-(4,5-dichloro-2-hydroxyphenyl)(piperidin-4-yl)methyl]Acetamide ClC1=CC(=C(C=C1Cl)[C@@H](NC(C)=O)C1CCNCC1)O